C(C1=CC=CC=C1)N1C(C=CC2=C1N=C(N=C2)SC)=O 8-benzyl-2-(methylsulfanyl)pyrido[2,3-d]pyrimidin-7(8H)-one